CCCCCCCCCCCCCCCCCCCCCCCCC(C(=O)SCCNC(=O)CCNC(=O)[C@@H](C(C)(C)COP(=O)([O-])OP(=O)([O-])OC[C@@H]1[C@H]([C@H]([C@@H](O1)N2C=NC3=C(N=CN=C32)N)O)OP(=O)([O-])[O-])O)O The molecule is a fatty acyl-CoA(4-) obtained by deprotonation of the phosphate and diphosphate functions of 2-hydroxyhexacosanoyl-CoA; major species at pH 7.3. It is a fatty acyl-CoA(4-) and an 11,12-saturated fatty acyl-CoA(4-). It is a conjugate base of a 2-hydroxyhexacosanoyl-CoA.